Kalium Galactonat O=C([C@H](O)[C@@H](O)[C@@H](O)[C@H](O)CO)[O-].[K+]